OC[C@@H]1[C@H](C1)C(=O)OC Methyl (1S,2S)-2-(hydroxymethyl)cyclopropane-1-carboxylate